N-isobutyl-4-(piperidine-1-carboyl)cyclobutene-1-carboxamide C(C(C)C)NC(=O)C1=CCC1C(=O)N1CCCCC1